FC=1C(=CN(C(C1C)=O)C)S(=O)(=O)Cl 4-fluoro-1,5-dimethyl-6-oxo-1,6-dihydropyridine-3-sulfonyl chloride